C(C)(C)(C)OC(=O)N1CCN(CC1)C1=NC(=CC=C1)C1=NC(=NC=C1)C1=CN=C2N1C=C(N=C2)C(F)F 4-(6-(2-(6-(difluoromethyl)imidazo[1,2-a]pyrazin-3-yl)pyrimidin-4-yl)pyridin-2-yl)piperazine-1-carboxylic acid tert-butyl ester